2-cyclopropylbenzo[d]oxazol-7-carboxylic acid C1(CC1)C=1OC2=C(N1)C=CC=C2C(=O)O